5-(methoxymethyl)-1-phenyl-1H-imidazole-4-carboxylic acid COCC1=C(N=CN1C1=CC=CC=C1)C(=O)O